1,5-dihydro-5-methyl-l-β-D-ribofuranosyl-1,2,5,6,8-pentaazaacenaphthylen-3-amine C[C@@H]([C@@H]1[C@H]([C@H]([C@@H](O1)N1N=C2C(=CNC3=NC=NC1=C23)N)O)O)O